OCCN1N=NC(=C1)C1=NNC=C1 3-(1-(2-hydroxyethyl)-1H-1,2,3-triazol-4-yl)pyrazole